FC1CC(N(C1)C)CCOC1=NC=2CC(CCC2C(=N1)N1C(CN(CC1)C(C=C)=O)C)C1=CC(=CC2=CC=CC=C12)O 1-(4-(2-((4-fluoro-1-methylpyrrolidin-2-yl)ethoxy)-7-(3-hydroxynaphthalen-1-yl)-5,6,7,8-tetrahydroquinazolin-4-yl)-3-methylpiperazin-1-yl)prop-2-en-1-one